1,1-bis((di-4-tolylamino)phenyl)cyclohexane C1(=CC=C(C=C1)N(C1=CC=C(C=C1)C)C1=C(C=CC=C1)C1(CCCCC1)C1=C(C=CC=C1)N(C1=CC=C(C=C1)C)C1=CC=C(C=C1)C)C